(R)-6-(5-azaspiro[2.4]heptan-5-ylmethyl)-2-(6-(isopropylamino)-4-(1-(4-methyl-4H-1,2,4-triazol-3-yl)propan-2-yl)pyridin-2-yl)-4-(trifluoromethyl)isoindolin-1-one formate C(=O)O.C1CC12CN(CC2)CC2=CC(=C1CN(C(C1=C2)=O)C2=NC(=CC(=C2)[C@@H](CC2=NN=CN2C)C)NC(C)C)C(F)(F)F